3-((4,4-bis(((Z)-oct-5-en-1-yl)oxy)butanoyl)oxy)-2-(hydroxymethyl)propyl (3-butylheptyl) adipate C(CCCCC(=O)OCCC(CCCC)CCCC)(=O)OCC(COC(CCC(OCCCC\C=C/CC)OCCCC\C=C/CC)=O)CO